1-{[(2s,4s)-4-hydroxy-5-oxopyrrolidin-2-yl]methoxy}-7-(prop-2-yloxy)isoquinoline-6-carboxamide O[C@H]1C[C@H](NC1=O)COC1=NC=CC2=CC(=C(C=C12)OC(C)C)C(=O)N